3,3'-(pyridin-2-ylmethylene)bis(1H-indole) N1=C(C=CC=C1)C(C1=CNC2=CC=CC=C12)C1=CNC2=CC=CC=C12